2-(((2-(4-(2-hydroxyethyl)piperazin-1-yl)ethyl)amino)methylene)-4-cyano-5-phenylcyclohexane-1,3-dione OCCN1CCN(CC1)CCNC=C1C(CC(C(C1=O)C#N)C1=CC=CC=C1)=O